The molecule is a diarylheptanoid that is heptan-3-ol substituted by a 3,4-dihydroxyphenyl group at position 1 and a 4-hydroxyphenyl group at position 7 (the 3R-stereoisomer). It has been isolated from the rhizomes of Curcuma kwangsiensis. It has a role as a plant metabolite. It is a diarylheptanoid, a member of catechols and a secondary alcohol. C1=CC(=CC=C1CCCC[C@H](CCC2=CC(=C(C=C2)O)O)O)O